2-[2,6-bis(benzyloxy)pyridin-3-yl]-N-{6-hydroxyspiro[3.3]heptan-2-yl}-1-oxo-3H-isoindole-5-carboxamide C(C1=CC=CC=C1)OC1=NC(=CC=C1N1C(C2=CC=C(C=C2C1)C(=O)NC1CC2(C1)CC(C2)O)=O)OCC2=CC=CC=C2